4-(benzyloxy)-6-chloro-1,7-naphthyridine C(C1=CC=CC=C1)OC1=CC=NC2=CN=C(C=C12)Cl